C(C)(C)(C)C=1C=C(C=C(C1)C(C)(C)C)C1=CC(=CC=C1)NC1=CC=2C(C3=CC=CC=C3C2C=C1)(C1=CC=C(C=C1)C(C)(C)C)C1=CC=C(C=C1)C(C)(C)C N-[3',5'-di-tert-butyl-1,1'-biphenyl-3-yl]9,9-bis(4-tert-butylphenyl)-9H-fluoren-2-amine